NCC1=C2C(N(C(C2=CC=C1)=O)N1C(NC(CC1)=O)=O)=O (aminomethyl)-2-(2,4-dioxotetrahydropyrimidine-1(2H)-yl)isoindoline-1,3-dione